NCCC(C(C)C)N1CC2(C1)CN(CC2)C=2N=CN=NC2OC2=C(C(=O)N(C(C)C)CC)C=C(C=C2)F 2-((5-(2-(1-amino-4-methylpentan-3-yl)-2,6-diazaspiro[3.4]octan-6-yl)-1,2,4-triazin-6-yl)oxy)-N-ethyl-5-fluoro-N-isopropylbenzamide